copper-antimony-sulfide [Sb]=S.[Cu]